6-[1,1-bis(Trideuteromethyl)but-3-enylamino]-3-nitro-5-(trifluoromethyl)pyridine-2-carboxylic acid methyl ester COC(=O)C1=NC(=C(C=C1[N+](=O)[O-])C(F)(F)F)NC(CC=C)(C([2H])([2H])[2H])C([2H])([2H])[2H]